4-(aminomethyl)-1-(cyclopropylimino)-hexahydro-1λ6-thiopyran 1-oxide NCC1CCS(CC1)(=NC1CC1)=O